C(#N)C1=NC2=CC(=CC(=C2N=C1C=1CCNCC1)[C@@H](C)NC1=C(C(=O)O)C=CC=C1)C (R)-2-((1-(2-cyano-7-methyl-3-(1,2,3,6-tetrahydropyridin-4-yl)quinoxalin-5-yl)ethyl)amino)benzoic acid